pyrazolo[1,5-a]pyridin-3-ylmethylamine N1=CC(=C2N1C=CC=C2)CN